4-bromo-3-fluoro-N,N-diisopropyl-benzamide BrC1=C(C=C(C(=O)N(C(C)C)C(C)C)C=C1)F